5H-[1,2,4]Triazino[5,6-b]Indole-3-thiol N1=NC(=NC=2NC=3C=CC=CC3C21)S